NCCC(=O)N1C[C@@]2([C@@H](CN(CC2)C2=C(C=C(C=C2)Cl)Cl)CC)C=2C=CC(=NC2C1)C=1C(=NC=CC1)OCC |r| rac-3-amino-1-[rac-(3'S,5S)-1'-(2,4-dichlorophenyl)-2-(2-ethoxypyridin-3-yl)-3'-ethylspiro[6,8-dihydro-1,7-naphthyridine-5,4'-piperidine]-7-yl]propan-1-one